((S)-1-(4-fluorophenyl)-3,4-dihydroisoquinolin-2(1H)-yl)((4aR,7R,8aS)-4-isopropyl-octahydro-2H-pyrano[3,4-b]pyrazin-7-yl)methanone FC1=CC=C(C=C1)[C@@H]1N(CCC2=CC=CC=C12)C(=O)[C@H]1C[C@H]2[C@@H](N(CCN2)C(C)C)CO1